N-(5-(methyl(3-(pent-4-ynamido)propyl)amino)quinolin-8-yl)picolinamide CN(C1=C2C=CC=NC2=C(C=C1)NC(C1=NC=CC=C1)=O)CCCNC(CCC#C)=O